COC1=C(C(=O)P(C(CC)C)(C(C2=C(C=CC=C2)OC)=O)=O)C=CC=C1 bis(2-methoxybenzoyl)(1-methylpropane-1-yl)phosphine oxide